OC=1C=C(C=CC1O)C=1SC(=C(C1C1=CC(=C(C=C1)O)O)C1=CC(=C(C=C1)O)O)C1=CC(=C(C=C1)O)O 2,3,4,5-tetrakis(3,4-dihydroxyphenyl)thiophene